FCCCN1C[C@H](CC1)OC1=CC=C(C=C1)C1=C(CCOC2=C1C=CC(=C2)O)C2=CC=C(C=C2)OCCN2CCCC2 5-[4-[(3S)-1-(3-fluoropropyl)pyrrolidin-3-yl]oxyphenyl]-4-[4-(2-pyrrolidin-1-ylethoxy)phenyl]-2,3-dihydro-1-benzoxepin-8-ol